F[C@H](CNC1=NC=C(C(=N1)NC1CCC(CC1)O)C1=NC=C(C=C1)N1CCN(CC1)CCF)CC (1S,4r)-4-((2-(((S)-2-fluorobutyl)amino)-5-(5-(4-(2-fluoroethyl)piperazin-1-yl)pyridin-2-yl)pyrimidin-4-yl)amino)cyclohexan-1-ol